(E)-6-methoxy-3,4-dihydronaphthalen-1(2H)-one O-methyl oxime CO\N=C\1/CCCC2=CC(=CC=C12)OC